O1CCN(CC1)C1=C(C=NC=C1)NC(=O)C=1C=2N(N=CC1)C=C(N2)C=2C=NC=CC2 N-(4-Morpholinopyridin-3-yl)-2-(pyridin-3-yl)imidazo[1,2-b]pyridazine-8-carboxamide